OCCS(=O)(=O)C=1C(=NC=C(C(=O)N)C1)C 5-((2-hydroxyethyl)sulfonyl)-6-methylnicotinamide